gamma-(4-trifluoromethyl-benzyl)-proline FC(C1=CC=C(CC2C[C@H](NC2)C(=O)O)C=C1)(F)F